FC1=C(C=CC=C1)SCC Ethyl (2-fluorophenyl) sulfide